1-PHENYLSULFONYLINDOLE-6-BORONIC ACID C1(=CC=CC=C1)S(=O)(=O)N1C=CC2=CC=C(C=C12)B(O)O